bis(3-chloropropyl)ether ClCCCOCCCCl